O1CCOC2=NC(=CC=C21)C(C)N2C[C@@H](N(C[C@H]2C)C=2C=1C(N(C(C2)=O)C)=CN(N1)CC#N)C (7-((2S,5R)-4-(1-(2,3-dihydro-[1,4]dioxino[2,3-b]pyridin-6-yl)ethyl)-2,5-dimethylpiperazin-1-yl)-4-methyl-5-oxo-4,5-dihydro-2H-pyrazolo[4,3-b]pyridin-2-yl)acetonitrile